1-methyl-7-oxo-6,7-dihydro-1H-pyrazolo[4,3-d]pyrimidine-3-carboxylic acid CN1N=C(C=2N=CNC(C21)=O)C(=O)O